OC(C#CC=1C=CC2=C(N(C([C@H](CC2)NC(C2=NC=CC(=C2)OC2=CC=CC=C2)=O)=O)C)N1)(C)C (S)-N-(2-(3-Hydroxy-3-methylbut-1-yn-1-yl)-9-methyl-8-oxo-6,7,8,9-tetrahydro-5H-pyrido[2,3-b]azepin-7-yl)-4-phenoxypicolinamide